bromine ethynyl bromide C(#C)Br.[Br]